COC(CC(=O)OCC)OC ethyl 3,3-dimethoxypropionate